CN1C(=NN=C1)C1(CC(C1)[S@@](=O)C)C=1C=C(C=CC1)N1C(C2=CC(=CC(=C2C1)C(F)(F)F)CNC1(CCC1)C)=O 2-(3-((1R,3s)-1-(4-methyl-4H-1,2,4-triazol-3-yl)-3-((S)-methylsulfinyl)cyclobutyl)-phenyl)-6-(((1-methylcyclobutyl)amino)methyl)-4-(trifluoromethyl)isoindolin-1-one